C(C)(C)(C)OC(=O)N1C[C@]2(CC[C@]2(C1)C1=NOC[C@H](O1)CN1CCCCC1)C(N(C)C)=O |o1:9,12,&1:18| rac-rel-(1R,5S)-1-(dimethylcarbamoyl)-5-(5-(piperidin-1-ylmethyl)-5,6-dihydro-1,4,2-dioxazin-3-yl)-3-azabicyclo[3.2.0]heptane-3-carboxylic acid tert-butyl ester